ClC1=CC(=C(C=C1)[C@@]1(OC2=C(O1)C=CC=C2C2CCN(CC2)CC2=NC=C(C=C2CCOCC)C2=NN=C(N2)C(F)(F)F)C)F 2-({4-[(2S)-2-(4-chloro-2-fluorophenyl)-2-methyl-2H-1,3-benzodioxol-4-yl]piperidin-1-yl}methyl)-3-(2-ethoxyethyl)-5-[5-(trifluoromethyl)-4H-1,2,4-triazol-3-yl]pyridine